S(=O)(=O)(O)[O-].O=C1NC2=C(N1)C=CC(=C2)C2=C(C=C(C=C2)C=2C=[NH+]C=CC2)CCC(=O)O 3-(2-(2-Oxo-2,3-dihydro-1H-benzimidazol-5-yl)-5-(pyridinium-3-yl)phenyl)propanoic acid hydrogensulfate